6-chloro-2-(2,6-dioxopiperidin-3-yl)-1H-pyrrolo[3,4-c]pyridin-1,3(2H)-dione ClC1=CC2=C(C=N1)C(N(C2=O)C2C(NC(CC2)=O)=O)=O